ClC=1C(=CC(=NC1)C(F)(F)F)N1C(N(C(C1)C#N)C1=CN=CC2=CC=CC=C12)=O 1-(5-chloro-2-(trifluoromethyl)pyridin-4-yl)-3-(isoquinolin-4-yl)-2-oxoimidazolidine-4-carbonitrile